C(C)C=1C=CC(=C(C1)S(=O)(=O)NC1=NOC2=C1C(=C(C(=C2)CN2N=CC(=C2)CNC(OC(C)(C)C)=O)F)OC)OC tert-Butyl ((1-((3-((5-ethyl-2-methoxyphenyl)sulfonamido)-5-fluoro-4-methoxybenzo[d]isoxazol-6-yl)methyl)-1H-pyrazol-4-yl)methyl)carbamate